tert-Butyl 1-(2-(1-ethyl-1H-indol-2-yl)-1-methyl-1H-benzo[d]imidazole-5-carboxamido)-3-azabicyclo[4.1.0]heptane-3-carboxylate C(C)N1C(=CC2=CC=CC=C12)C1=NC2=C(N1C)C=CC(=C2)C(=O)NC21CN(CCC1C2)C(=O)OC(C)(C)C